trans-tert-butyl ((1r,4r)-4-((4-(3-cyclopropylphenyl)-5-fluoropyrimidin-2-yl)amino)cyclohexyl)carbamate C1(CC1)C=1C=C(C=CC1)C1=NC(=NC=C1F)N[C@@H]1CC[C@H](CC1)NC(OC(C)(C)C)=O